2-(dimethylamino)-4-methylpyridine-5-boronic acid CN(C1=NC=C(C(=C1)C)B(O)O)C